C1(=CC=CC=C1)C1=C(C(=NN=N1)C=1C(=NC=CC1)C1=C(C=CC=2OC3=C(C21)C=CC=C3)C3=C(C(=CC=2C1=CC=CC=C1CC32)C)C)C3=CC=CC=C3 (diphenyltriazinyl)[(dimethylfluorenyl)dibenzofuranyl]Pyridine